FC=1C=C(C=C(C1)C(C)(C)O)S(=O)(=O)NC(NC1=C2CCCC2=CC=2CCCC12)=O 3-fluoro-N-(1,2,3,5,6,7-hexahydros-indacen-4-ylcarbamoyl)-5-(2-hydroxypropan-2-yl)benzenesulfonamide